3-(benzo[d][1,3]dioxol-4-yl)-5-(1-isopropyl-1H-benzo[d][1,2,3]triazol-5-yl)-1,2,4-oxadiazole O1COC2=C1C=CC=C2C2=NOC(=N2)C2=CC1=C(N(N=N1)C(C)C)C=C2